acryl oxide C(=O)(C=C)OC(=O)C=C